C(C)(C)(C)C1=C(N=C(S1)C(C(=O)N)=CNC1=NC=CC2=CC=C(C=C12)N1N=C(N=N1)C)C (5-(tert-butyl)-4-methylthiazol-2-yl)-3-((7-(5-methyl-2H-tetrazol-2-yl)isoquinolin-1-yl)amino)acrylamide